2-(2-(trifluoromethyl)pyridin-4-yl)-2,8-diazaspiro[4.5]decan-3-one FC(C1=NC=CC(=C1)N1CC2(CC1=O)CCNCC2)(F)F